4-((3-(methylcarbamoyl)-7-(trifluoromethyl)thieno[3,2-b]pyridin-5-yl)oxy)piperidine-1-carboxylic acid 3-hydroxycyclobutyl ester OC1CC(C1)OC(=O)N1CCC(CC1)OC1=CC(=C2C(=N1)C(=CS2)C(NC)=O)C(F)(F)F